6-cyclopropyl-5-(4-(4-(1-methyl-4-(trifluoromethyl)-1H-imidazol-2-yl)benzyl)oxazolo[5,4-c]pyridin-2-yl)pyrimidine-4-carbonitrile C1(CC1)C1=C(C(=NC=N1)C#N)C=1OC=2C(=NC=CC2N1)CC1=CC=C(C=C1)C=1N(C=C(N1)C(F)(F)F)C